1-(3-fluoro-4-nitro-pyrazol-1-yl)cyclopropanecarboxylic acid FC1=NN(C=C1[N+](=O)[O-])C1(CC1)C(=O)O